FC1=CC(=C(C=C1[N+](=O)[O-])NC1=CC(=NC=N1)NC1=C(C=CC=C1)N(S(=O)(=O)C)C)OC N-(2-((6-((4-fluoro-2-methoxy-5-nitrophenyl)amino)pyrimidin-4-yl)amino)phenyl)-N-methylmethanesulfonamide